OCC=O 2-hydroxyethane-1-one